CC(C[C@@H](N)C1=C(C=CC=C1)N1CCCCC1)C (R)-3-methyl-1-(2-(piperidin-1-yl)phenyl)butan-1-amine